C1(CC1)C1=NN(C(=N1)C(=O)N1[C@@H](C2=C(CC1)NC=N2)C2=NN1C(C(=CC=C1)C)=C2)C (S)-(3-cyclopropyl-1-methyl-1H-1,2,4-triazol-5-yl)(4-(4-methylpyrazolo[1,5-a]pyridin-2-yl)-6,7-dihydro-1H-imidazo[4,5-c]pyridin-5(4H)-yl)methanone